O=C1C(=CC(C2=CC=CC=C12)=O)NC1=CC=C(C=C1)NC(C1=C(C=C(C=C1)F)F)=O N-(4-((1,4-dioxo-1,4-dihydronaphthalen-2-yl)amino)phenyl)-2,4-difluorobenzamide